6-(3-(1-((1S,3R,4R,5R)-4-fluoro-1-methyl-8-azabicyclo[3.2.1]octan-3-yl)vinyl)-1,2,4-triazin-6-yl)isoquinolin-7-ol F[C@@H]1[C@H](C[C@@]2(CC[C@H]1N2)C)C(=C)C=2N=NC(=CN2)C=2C=C1C=CN=CC1=CC2O